C(C)(=O)OC[C@H]1OC([C@@H]([C@H]([C@@H]1OC(C)=O)OC(C)=O)C(F)(F)F)OC[C@H]1O[C@@H]([C@@H](C([C@@H]1OCC1=CC=CC=C1)OCC1=CC=CC=C1)OCC1=CC=CC=C1)OC (2R,3S,4R,5R)-2-(Acetoxymethyl)-3,4-bis(acetoxy)-5-(trifluoromethyl)-6-(((2R,3R,5R,6S)-3,4,5-tris(benzyloxy)-6-methoxytetrahydro-2H-pyran-2-yl)methoxy)tetrahydropyran